C(O[C@@H]([C@@H](CN1CCCC1)NC(CCCCCCC)=O)C1=CC2=C(OCCO2)C=C1)(OC1=CC=C(C=C1)[N+](=O)[O-])=O (1R,2R)-1-(2,3-dihydrobenzo[b][1,4]dioxin-6-yl)-2-octanamido-3-(pyrrolidin-1-yl)propyl (4-nitrophenyl) carbonate